3-((3-fluoro-4-(5-(trifluoromethyl)-1,2,4-oxadiazol-3-yl)benzyl)amino)-4-((2-methoxyethyl)(methyl)amino)cyclobut-3-ene-1,2-dione FC=1C=C(CNC=2C(C(C2N(C)CCOC)=O)=O)C=CC1C1=NOC(=N1)C(F)(F)F